C1(=C(C=CC=C1)C1N(CCC2=CC=CC=C12)CC(=O)O)C (1-(o-Tolyl)-3,4-dihydroisoquinolin-2(1H)-yl)acetic acid